CN(C(=O)C1CC2N(CCCC2N1C1=NC(=CC(=C1)C(F)(F)F)C)C(=O)OCC1=CC=CC=C1)C=1C=C(C=CC1)C benzyl cis-2-(methyl(m-tolyl)carbamoyl)-1-(6-methyl-4-(trifluoromethyl)pyridin-2-yl)octahydro-4H-pyrrolo[3,2-b]pyridine-4-carboxylate